C1(CC2C(CC1)O2)C2=C(C=CC=C2)[SiH](C)C 2-(3,4-epoxycyclohexyl)dimethylphenylsilane